CC1=CC=C(C=C1)[B-](C1=CC=C(C=C1)C)(C1=CC=C(C=C1)C)C1=CC=C(C=C1)C.C1(=CC=CC=C1)[P+](C1=CC=CC=C1)(C1=CC=CC=C1)C1=CC=CC=C1 tetraphenylphosphonium tetra(4-methylphenyl)borate